C(C)(=O)OC=1C=C(C(=O)OC)C=CC1I methyl 3-acetoxy-4-iodobenzoate